2,5-dichloro-N-(2-dimethylphosphorylphenyl)pyrimidin-4-amine ClC1=NC=C(C(=N1)NC1=C(C=CC=C1)P(=O)(C)C)Cl